ClC=1C=C2C=CN(C2=C(C1)C(=O)O)CC1=CC=C(C=C1)C(F)(F)F 5-chloro-1-(4-(trifluoromethyl)benzyl)-1H-indole-7-carboxylic acid